C1(=CC=CC=C1)OC(C1=CC(C(=O)OC2=CC=CC=C2)=CC=C1)=O bis-phenyl-isophthalate